(5-(trifluoromethyl)-2,4'-bipyrimidin-6'-yl)methylamine FC(C=1C=NC(=NC1)C1=NC=NC(=C1)CN)(F)F